4-Phenyl-5-(4-tert-butylphenyl)-1,2,4-triazole C1(=CC=CC=C1)N1C=NN=C1C1=CC=C(C=C1)C(C)(C)C